C(CC)OC(=O)C1=C(N=C(S1)C(=O)N1C[C@@H](CC1)NC1=NC=CC2=CC=C(C=C12)C1=NOC(=N1)C)C (R)-4-methyl-2-(3-((7-(5-methyl-1,2,4-oxadiazol-3-yl)isoquinolin-1-yl)amino)pyrrolidine-1-carbonyl)thiazole-5-carboxylic acid propyl ester